CC(CC(=O)NC[C@H]1C(N([CH-]O1)C=1C=NC(=CC1)N1CCOCC1)=O)C (S)-3-methyl-N-{[3-(6-morpholinopyridin-3-yl)-2-oxazolidone-5-yl]Methyl}butanamide